2-(Cyclobutylamino)acetonitrile C1(CCC1)NCC#N